tert-butyl 7-fluoro-5-oxo-4,5-dihydro-3H-spiro[benzo[f][1,4]oxazepine-2,3'-pyrrolidine]-1'-carboxylate FC=1C=CC2=C(C(NCC3(CN(CC3)C(=O)OC(C)(C)C)O2)=O)C1